N1(CCC[C@H]2CCCC[C@H]12)S(=O)(=O)NC1=C(C=CC=C1)C#CC=1C=CC=NC1 5-[2-(2-{[(4aR,8aS)-Decahydrochinolin-1-sulfonyl]amino}phenyl)ethynyl]pyridin